BrC1=NN(C(=C1)C(N(C)OC)=O)C[C@H](C)NC(OC(C)(C)C)=O tert-butyl [(2S)-1-{3-bromo-5-[methoxy(methyl)carbamoyl]-1H-pyrazol-1-yl}propan-2-yl]carbamate